BrC1=CC(=C(C=C1F)NC(=O)N[C@@H](C)C=1N(N=CN1)C1=NC=CC=N1)F 1-(4-bromo-2,5-difluoro-phenyl)-3-[(1S)-1-(2-pyrimidin-2-yl-1,2,4-triazol-3-yl)ethyl]urea